2-[4-(1-bicyclo[2.2.2]octanyl)-5-chloro-2-methyl-phenyl]-4-oxo-1H-1,6-naphthyridine-5-carboxamide C12(CCC(CC1)CC2)C2=CC(=C(C=C2Cl)C=2NC=1C=CN=C(C1C(C2)=O)C(=O)N)C